C(C)(C)(C)C1=C(C=CC=C1)[P+](C1=CC=CC=C1)(C1=CC=CC=C1)CCCC (tert-butyl)butylTriphenyl-phosphonium